N[C@](COC1=C(C=C(C=N1)C1=CC(=NC=C1)C)C#N)(CC(C)C)C (S)-6-((2-amino-2,4-dimethylpentyl)oxy)-2'-methyl-[3,4'-bipyridine]-5-carbonitrile